N1N[C@@H](CCC1)C(=O)OCC([C@H](CC=1SC=C(N1)Br)NC(=O)OC(C)(C)C)=O (3S)-1-[(2S)-3-(4-bromothiazol-2-yl)-2-(tert-butoxycarbonylamino) propionyl]Methyl hexahydropyridazine-3-carboxylate